spiro[indol-3,3'-pyrrolidin]-2-one N1CC2(CC1)C(NC1=CC=CC=C12)=O